FC1=CC(=C(C=C1)C1=CC(=CC=C1)C1=NC2=C(N1)C(=CC(=C2)CNCC(C)(O)C)C(F)(F)F)C2=NN=CN2C 1-(((2-(4'-Fluoro-2'-(4-methyl-4H-1,2,4-triazol-3-yl)-[1,1'-biphenyl]-3-yl)-7-(trifluoromethyl)-1H-benzo[d]imidazol-5-yl)methyl)amino)-2-methylpropan-2-ol